C(CCCCCC)OCCCCCCCCCCCCCCCCCCCC n-eicosyl heptyl ether